ClC1=CC(=C2C(=N1)N(N=C2)[C@@H]2O[C@@H](C([C@H]2O)=C)CO)N2C[C@@H]1[C@H](C2)CCC1 (2R,3R,5S)-2-(6-chloro-4-((3aR,6aS)-hexahydrocyclopenta[c]pyrrol-2(1H)-yl)-1H-pyrazolo[3,4-b]pyridin-1-yl)-5-(hydroxymethyl)-4-methylenetetrahydrofuran-3-ol